O(C1=CC=CC=C1)C1=CC=C(C=C1)C1=C(C=C(N=N1)NC=1N=CC(=NC1)C#N)NCC1CCNCC1 5-(6-(4-phenoxyphenyl)-5-(piperidin-4-ylmethylamino)pyridazin-3-ylamino)pyrazine-2-carbonitrile